Cl.C(C)OC(=O)[C@H]1NC[C@@H](CC1)NC=1N=NC(=C2C1C=NC=C2)C2=C(C=C(C=C2)C(F)(F)F)O (2S,5R)-5-[[1-[2-hydroxy-4-(trifluoromethyl)phenyl]pyrido[3,4-d]pyridazin-4-yl]amino]piperidine-2-carboxylic acid ethyl ester hydrochloride